(2R,3S,4R,5R)-5-cyano-4-hydroxy-2-(hydroxymethyl)-5-(4-(((pentyloxy)carbonyl)amino)pyrrolo[2,1-f][1,2,4]triazin-7-yl)tetrahydrofuran-3-yl propionate C(CC)(=O)O[C@@H]1[C@H](O[C@]([C@@H]1O)(C1=CC=C2C(=NC=NN21)NC(=O)OCCCCC)C#N)CO